C1=NC(=NC(=O)N1[C@H]2[C@H]([C@@H]([C@H](O2)CO)O)O)N The molecule is an N-glycosyl-1,3,5-triazine that is 4-amino-1,3,5-triazin-2(1H)-one substituted by a beta-D-arabinofuranosyl residue via an N-glycosidic linkage. A synthetic analogue of cytosine arabinoside and 5-azacytidine that incorporates structural features of both compounds, it shows good activity against a variety of transplanted tumors. It has a role as an antineoplastic agent. It is a N-glycosyl-1,3,5-triazine and a nucleoside analogue. It derives from a beta-D-arabinofuranose.